[C].OCl hydroxychloride carbon